(R)-6-(2-hydroxy-2-(3-(trifluoromethyl)phenyl)acetyl)-2-(1-(4-(phenylethynyl)thiophen-2-yl)cyclopropyl)-3,5,6,7,8,9-hexahydro-4H-pyrimido[5,4-c]azepin-4-one O[C@@H](C(=O)N1CC2=C(CCC1)N=C(NC2=O)C2(CC2)C=2SC=C(C2)C#CC2=CC=CC=C2)C2=CC(=CC=C2)C(F)(F)F